NC1=NC=NC=2C3=C(CC(C12)(C)C)C(=C(C=C3)OC)N(S(=O)(=O)C3=C(C=CC=C3)[N+](=O)[O-])CC[C@@H]3CN(C(O3)=O)CC3=CC=C(C=C3)OC N-(4-amino-8-methoxy-5,5-dimethyl-6H-benzo[h]quinazolin-7-yl)-N-[2-[(5R)-3-[(4-methoxyphenyl)methyl]-2-oxo-oxazolidin-5-yl]ethyl]-2-nitro-benzenesulfonamide